CN1N=CC=2C1=NC(=CC2N2CC1=C(CC2)N(N=C1C)CC12CCC(CC1)(C2)N)C 4-((5-(1,6-dimethyl-1H-pyrazolo[3,4-b]pyridin-4-yl)-3-methyl-4,5,6,7-tetrahydro-1H-pyrazolo[4,3-c]pyridin-1-yl)methyl)bicyclo[2.2.1]heptan-1-amine